1-(6-amino-pyridin-3-yl)piperidin-4-ol tert-butyl-2,9-diazaspiro[5.5]undecane-2-carboxylate C(C)(C)(C)C1N(CCCC12CCNCC2)C(=O)OC2CCN(CC2)C=2C=NC(=CC2)N